C1(=CC=CC2=CC3=CC=CC=C3C=C12)S(=O)(=O)O.[K] potassium anthracenesulfonic acid